5-[2-hydroxy-3-(2-methoxyphenylamino)propyl]-1,3,4-oxadiazole-2(3H)-thione OC(CC1=NNC(O1)=S)CNC1=C(C=CC=C1)OC